4-[6-(1-Methyl-1H-pyrazol-4-yl)pyrazolo[1,5-a]pyridin-3-yl]piperazine-1-carboxylic acid benzyl ester C(C1=CC=CC=C1)OC(=O)N1CCN(CC1)C=1C=NN2C1C=CC(=C2)C=2C=NN(C2)C